COC1=CC=C(C=C1)C1=CN=C2N1C=C(N=C2)C2=CC=C(C=C2)N2CCN(CC2)C 3-(4-methoxyphenyl)-6-[4-(4-methylpiperazin-1-yl)phenyl]imidazo[1,2-a]pyrazine